O=C1C=C(N=C2N1C=CC=C2)C(=O)NCC2=CC=C1C=C(NC1=C2)CN2C(C[C@H](CC2)C)(C)C (S)-4-oxo-N-((2-((2,2,4-trimethylpiperidin-1-yl)methyl)-1H-indol-6-yl)methyl)-4H-pyrido[1,2-a]pyrimidine-2-carboxamide